6-(dimethylphosphoryl)-1H-benzo[d]Imidazole-5-carbonitrile CP(=O)(C)C=1C(=CC2=C(NC=N2)C1)C#N